6-((2S,3S)-3-aminotetrahydro-2H-pyran-2-yl)-2-chloro-N-(furan-2-ylmethyl)-7-methylthieno[3,2-d]pyrimidin-4-amine N[C@@H]1[C@H](OCCC1)C1=C(C=2N=C(N=C(C2S1)NCC=1OC=CC1)Cl)C